C(C)(C)(C)OC(=O)N1CCC(CC1)CN1C(N(C2=C1C=CC=C2)C2C(NC(CC2)=O)=O)=O 4-((3-(2,6-dioxopiperidin-3-yl)-2-oxo-2,3-dihydro-1H-benzo[d]imidazol-1-yl)methyl)piperidine-1-carboxylic acid tert-butyl ester